6-[5-(6-methyl-2-pyridyl)-1H-imidazol-4-yl]-3-(1,2,3,4-tetrahydroisoquinolin-6-yl)quinoline CC1=CC=CC(=N1)C1=C(N=CN1)C=1C=C2C=C(C=NC2=CC1)C=1C=C2CCNCC2=CC1